2-[(3-chloro-4-fluorophenyl)-[3-(methylsulfanylmethyl)cyclobutyl]oxymethyl]-4-methyl-5-methylsulfonyl-1H-imidazole ClC=1C=C(C=CC1F)C(C=1NC(=C(N1)C)S(=O)(=O)C)OC1CC(C1)CSC